3-fluoro-4-methylbenzene-1-sulfonyl chloride FC=1C=C(C=CC1C)S(=O)(=O)Cl